OC=1C=C(C=CC(=O)[O-])C=CC1O 3,4-dihydroxy-cinnamate